C1(CC1)C1=C(C=C(C(=C1)CN1CCC2(CN(C(O2)=O)C2=CC=C(C(=O)NCCCNC(=O)N)C=C2)CC1)OCC)C1=CC=C(C=C1)F 4-(8-((2-cyclopropyl-5-ethoxy-4'-fluoro-[1,1'-biphenyl]-4-yl)methyl)-2-oxo-1-oxa-3,8-diazaspiro[4.5]decan-3-yl)-N-(3-ureidopropyl)benzamide